CC1=C(C(CCC1)(C)C)/C=C/C(=C/C=C/C(=C/C(=O)O)/C)/C The molecule is a retinoic acid in which all four exocyclic double bonds have E- (trans-) geometry. It has a role as a keratolytic drug, an antineoplastic agent, an antioxidant, a signalling molecule, a retinoid X receptor agonist, an anti-inflammatory agent, an AP-1 antagonist, a retinoic acid receptor agonist and a human metabolite. It is a conjugate acid of an all-trans-retinoate.